C1(CC2C(CC1)O2)COC=CC (3,4-epoxycyclohexylmethoxy)propene